N-((cis)-3-(3-cyano-6-methylpyridin-2-yl)cyclobutyl)-1-((R or S)-1-(4-methyl-6-((1R,5S)-2-oxo-3-azabicyclo[3.1.0]hexan-3-yl)pyridin-3-yl)ethyl)-1H-1,2,3-triazole-4-carboxamide C(#N)C=1C(=NC(=CC1)C)[C@H]1C[C@H](C1)NC(=O)C=1N=NN(C1)[C@H](C)C=1C=NC(=CC1C)N1C([C@@H]2C[C@@H]2C1)=O |o1:21|